CN1N=CC=2C1=NC(=CC2CN2CCCC2)C=2C=C1CN(C(C1=CC2)=O)C2C(NC(CC2)=O)=O 3-(5-(1-methyl-4-(pyrrolidin-1-ylmethyl)-1H-pyrazolo[3,4-b]pyridin-6-yl)-1-oxoisoindolin-2-yl)piperidine-2,6-dione